O1OCCC12CCCC(C2)C2=CC(=CC=C2C)NC(C=C)=O (6-dioxaspiro[4.5]decan-9-yl)-N-(p-tolyl)acrylamide